N-(4,4-difluorocyclohexyl)-5-fluoro-2-(3-methyl-1H-pyrazol-1-yl)-6-morpholinopyrimidin-4-amine FC1(CCC(CC1)NC1=NC(=NC(=C1F)N1CCOCC1)N1N=C(C=C1)C)F